FC(C(C)O)(F)C=1C(=C(C=CC1)\C(\C)=N/[S@@](=O)C(C)(C)C)F (S)-N-((Z)-1-(3-(1,1-difluoro-2-hydroxypropyl)-2-fluorophenyl)ethylidene)-2-methylpropane-2-sulfinamide